1-(4-{5-[6-Cyclopropyl-5-(trifluoromethyl)pyridin-3-yl]-7-[{[1-(methoxymethyl)cyclobutyl]methyl}(methyl)amino]-1H-imidazo[4,5-b]pyridin-2-yl}phenyl)piperidin C1(CC1)C1=C(C=C(C=N1)C1=CC(=C2C(=N1)N=C(N2)C2=CC=C(C=C2)N2CCCCC2)N(C)CC2(CCC2)COC)C(F)(F)F